FC1=CC=C(C=C1)C=1C=C(C(=NC1)[N+](=O)[O-])OC(C(=O)O)C 2-((5-(4-fluorophenyl)-2-nitropyridin-3-yl)oxy)propionic acid